fluoroornithine hydrochloride Cl.FN[C@@H](CCCN)C(=O)O